2-nonyl-1,6-hexanediol C(CCCCCCCC)C(CO)CCCCO